1,8-di(hydroxymethyl)naphthalene OCC1=CC=CC2=CC=CC(=C12)CO